ClC1=C2C(=CNC2=C(C=C1)NS(=O)(=O)C=1C=NN(C1)[C@H](CO)CF)C#N N-(4-Chloro-3-cyano-1H-indol-7-yl)-1-[(1R)-1-(fluoromethyl)-2-hydroxyethyl]pyrazol-4-sulfonamid